rac-(2R)-3-amino-N-[3-[[1-(1,3-benzothiazol-2-yl)-2-(3-carbamimidoylphenyl)ethyl]sulfamoyl]phenyl]-2-methyl-propanamide NC[C@H](C(=O)NC1=CC(=CC=C1)S(NC(CC1=CC(=CC=C1)C(N)=N)C=1SC2=C(N1)C=CC=C2)(=O)=O)C |r|